N-(2-methylbenzyl)aniline 1-(2,2,2-Trifluoroethyl)-1H-imidazole-5-carboxylate FC(CN1C=NC=C1C(=O)O)(F)F.CC1=C(CNC2=CC=CC=C2)C=CC=C1